C1(=C(C=CC=C1)OCC(=O)N1CC2=C(CC1)SC(=C2)C2=NOC(=N2)C(F)(F)F)C 2-(o-tolyloxy)-1-(2-(5-(trifluoromethyl)-1,2,4-oxadiazol-3-yl)-6,7-dihydrothieno[3,2-c]pyridin-5(4H)-yl)ethan-1-one